(1S,3S)-3-[8-amino-1-(4-{[4-(trifluoromethyl)pyridin-2-yl]carbamoyl}phenyl)imidazo[1,5-a]pyrazin-3-yl]-1-(1-methylethyl)cyclopentanecarboxylic acid NC=1C=2N(C=CN1)C(=NC2C2=CC=C(C=C2)C(NC2=NC=CC(=C2)C(F)(F)F)=O)[C@@H]2C[C@](CC2)(C(=O)O)C(C)C